BrC=1C=CC=C2C(CCOC12)(C(=O)OC(C)(C)C)C tert-Butyl 8-bromo-4-methyl-chromane-4-carboxylate